CC1(CC1)C(=O)N methyl-1-cyclopropanecarboxamide